C(CCCC(CC)O)O 1,5-Heptanediol